heptannitrile C(CCCCCC)#N